tert-butyl ((3S)-1-((cyanomethyl)(((S)-2-oxopyrrolidin-3-yl)methyl)amino)-2-hydroxy-5-methylhexan-3-yl)carbamate C(#N)CN(CC([C@H](CC(C)C)NC(OC(C)(C)C)=O)O)C[C@H]1C(NCC1)=O